10-hydroxyoctadec-12,15-dienoic acid OC(CCCCCCCCC(=O)O)CC=CCC=CCC